CC(C)N1N=NC(=C1)CC(=O)NC1=NNC(=C1)[C@@H]1C[C@@H](CC1)N(C([O-])=O)C1(CC1)C (1R,3S)-3-[3-({[1-(propan-2-yl)-1H-1,2,3-triazol-4-yl]acetyl}amino)-1H-pyrazol-5-yl]cyclopentyl(1-methylcyclopropyl)carbamate